5-nitrohistidine [N+](=O)([O-])C1=C(C[C@H](N)C(=O)O)N=CN1